3-(4-fluoro-2-methylphenoxy)-N-(4-methyl-3-(methylsulfanyl)phenyl)-6-(trifluoromethyl)pyridazine-4-carboxamide FC1=CC(=C(OC=2N=NC(=CC2C(=O)NC2=CC(=C(C=C2)C)SC)C(F)(F)F)C=C1)C